N1CC(C2=CC=CC=C12)CCN(C)C 2-(indolin-3-yl)-N,N-dimethylethan-1-amine